propione sodium [Na].CCC(=O)CC